C(C)(C)(C)OC(=O)N1C2=C(OCC1)C=CC(=C2)C(C(=O)O)O 2-(4-(tert-Butyloxycarbonyl)-3,4-dihydro-2H-benzo[b][1,4]oxazin-6-yl)-2-hydroxyacetic acid